(2S)-2-[9H-fluoren-9-ylmethoxycarbonyl(methyl)amino]-3-(2,2,2-trifluoroethoxy)propane C1=CC=CC=2C3=CC=CC=C3C(C12)COC(=O)N([C@@H](C)COCC(F)(F)F)C